2-(3-fluoro-5-isopropyl-2-methoxyphenyl)-2-((R)-3-(methyl(5-(5,6,7,8-tetrahydro-1,8-naphthyridin-2-yl)pentyl)amino)pyrrolidin-1-yl)acetic acid FC=1C(=C(C=C(C1)C(C)C)C(C(=O)O)N1C[C@@H](CC1)N(CCCCCC1=NC=2NCCCC2C=C1)C)OC